C(N)(=N)N1CC(C=2C3=C(C=CC12)C(=CC=C3)NC(C)=O)C N-(3-Carbamimidoyl-1-methyl-2,3-dihydro-1H-benzo[e]indol-6-yl)acetamide